tertbutyl (2-((5,6-dimethyl-6H-pyrido[4,3-b]carbazol-9-yl)oxy)ethyl)(methyl)carbamate CC1=C2C(=CC=3C=4C=C(C=CC4N(C13)C)OCCN(C(OC(C)(C)C)=O)C)C=NC=C2